ClC1=CC=C2C(=C(C=3N(C2=C1)C=CN3)C(=O)NCC(=O)O)O (8-chloro-5-hydroxyimidazo[1,2-a]quinoline-4-carbonyl)glycine